5-((S)-2-(2-Chloro-3-fluorophenyl)pyrrolidin-1-yl)-3-fluoro-N-((R,E)-4-(methylsulfonyl)but-3-en-2-yl)picolinamide ClC1=C(C=CC=C1F)[C@H]1N(CCC1)C=1C=C(C(=NC1)C(=O)N[C@H](C)\C=C\S(=O)(=O)C)F